CN(CCOC1=C(C=C(C(=C1)OC)NC1=NC=CC(=N1)C1=CN(C2=CC=CC=C12)C)NC(C=C)=O)C N-[2-[2-(dimethylamino)ethoxy]-4-methoxy-5-[[4-(1-methylindol-3-yl)pyrimidin-2-yl]amino]phenyl]prop-2-enamide